C1(=CC=C(C=C1)NC(=O)N[C@@H](CC1=CC=CC=C1)C(=O)O)C N-(p-tolylaminocarbonyl)-phenylalanine